7-bromo-3,5-dimethyl-3,4-dihydroquinoxalin-2(1H)-one BrC1=CC(=C2NC(C(NC2=C1)=O)C)C